[2-(aminomethyl)-3,3-difluoro-allyl]-4-[[5-(4-methyl-2,3-dihydro-1,4-benzoxazin-7-yl)-2-thienyl]methyl]-1,2,4-triazol-3-one trifluoroacetate salt FC(C(=O)O)(F)F.NCC(CC=1N(C(NN1)=O)CC=1SC(=CC1)C1=CC2=C(N(CCO2)C)C=C1)=C(F)F